2-((4-Chloro-2-fluorophenoxy)methyl)-3-fluoro-6-(piperidin-4-oxy)pyridine ClC1=CC(=C(OCC2=NC(=CC=C2F)OC2CCNCC2)C=C1)F